C(C)OC1=NC=CC=C1C1=NC(=C(C=C1)N1[C@H](C[C@H](CC1)O)CC)C(=O)O 2'-ethoxy-5-[cis-2-ethyl-4-hydroxypiperidin-1-yl]-[2,3'-bipyridine]-6-carboxylic acid